ClC1=C(C=C(C=C1F)C=1N=NN(C1)[C@@H]1[C@H]([C@@H](SC2=CC(=C(C=C2)Cl)Cl)O[C@@H]([C@@H]1O)CO)OCCO)F 3,4-Dichlorophenyl 3-[4-(4-chloro-3,5-difluorophenyl)-1H-1,2,3-triazol-1-yl]-3-deoxy-2-O-(2-hydroxyethyl)-1-thio-α-D-galactopyranoside